FC(OC=1C=C(C=CC1C=O)NC(=O)C=1C(=NN(C1)C1=CC=C(C=C1)F)C)F N-[3-(difluoromethoxy)-4-formylphenyl]-1-(4-fluorophenyl)-3-methyl-1H-pyrazole-4-carboxamide